N-(2-(4-(azidomethyl)piperidin-1-yl)ethyl)-4-(1H-pyrazol-4-yl)benzenesulfonamide N(=[N+]=[N-])CC1CCN(CC1)CCNS(=O)(=O)C1=CC=C(C=C1)C=1C=NNC1